3-[(trimethylsilyl)oxy]-2H-1-benzopyran-2-one C[Si](OC=1C(OC2=C(C1)C=CC=C2)=O)(C)C